N(=[N+]=[N-])CC1=CC=C(C=C1)I 1-(azidomethyl)-4-iodobenzene